C(C)(C)N1N=C(C=2C1=NC=NC2N)CC2=CC1=CC=CC=C1C=C2 1-isopropyl-3-(naphthalen-2-ylmethyl)-1H-pyrazolo[3,4-d]pyrimidin-4-amine